C(C1=CC=CC=C1)OC1(CCC1)N1N=CC(=C1)C(=O)NC1=CC(=CC(=C1)S(=O)(=O)C)Cl 1-(2-trans-(benzyloxy)cyclobutyl)-N-(3-chloro-5-(methylsulfonyl)phenyl)-1H-pyrazole-4-carboxamide